(trans-4-{5-[(3-chlorophenoxy)methyl]-4-methyl-4H-1,2,4-triazol-3-yl}cyclohexyl)methanol ClC=1C=C(OCC=2N(C(=NN2)[C@@H]2CC[C@H](CC2)CO)C)C=CC1